FC(C=1C=C(C=C(C1)C(F)(F)F)C1=CC(=CC(=C1)[N+](=O)[O-])[N+](=O)[O-])(F)F 3',5'-di(trifluoromethyl)-3,5-dinitrobiphenyl